NC1CCN(CC1)C(=O)C=1OC=CC1 (4-amino-1-piperidyl)-(2-furyl)methanone